COC=1C=C(C=CC1)C=1SC2=C(N1)CC[C@@]1([C@H]3CC[C@]4([C@H]([C@@H]3CC[C@H]12)CCC4=O)C)C (5aR,5bS,7aS,10aS,10bR,12aR)-2-(3-methoxyphenyl)-5a,7a-dimethyl-4,5,5a,5b,6,7,7a,9,10,10a,10b,11,12,12a-tetradecahydro-8H-cyclopenta[7,8]phenanthro[2,1-d]thiazol-8-one